monoethyl-ethoxyterephthalic acid C(C)C=1C(=C(C(=O)O)C=CC1C(=O)O)OCC